4-chloro-1-((difluoromethyl)sulfonyl)-N-((2-(6-((cis)-2,6-dimethylmorpholino)pyridin-2-yl)-1,6-naphthyridin-7-yl)methyl)indoline-6-carboxamide ClC1=C2CCN(C2=CC(=C1)C(=O)NCC1=NC=C2C=CC(=NC2=C1)C1=NC(=CC=C1)N1C[C@@H](O[C@@H](C1)C)C)S(=O)(=O)C(F)F